(1S,2S)-2-(4-methylpyrimidin-2-yl)cyclopropane-1-carbonyl chloride CC1=NC(=NC=C1)[C@@H]1[C@H](C1)C(=O)Cl